N-benzyl-N-hydroxy-1-(trifluoromethyl)cyclobutane-1-carboxamide AMMONIUM DI-HYDROGEN PHOSPHATE P(=O)(O)(O)[O-].[NH4+].C(C1=CC=CC=C1)N(C(=O)C1(CCC1)C(F)(F)F)O